C(C)C(C(=O)OOC(C)(CCC(C)(C)OOC(C(CCCC)CC)=O)C)CCCC 2,5-bis(2-ethylhexanoylperoxy)-2,5-diMethylhexane